6-{3-(1-Cyclopropyl-1H-pyrazol-3-yl)-1,4,6-triazabicyclo[3.3.0]octa-2,4-dien-2-yl}-3H-quinazolin C1(CC1)N1N=C(C=C1)C1=C(N2CCNC2=N1)C1=CC2=CNCN=C2C=C1